CC(CCNS(=O)(=O)C1=CC=CC=C1)C N-(3-Methyl-Butyl)-Benzenesulfonamide